COC=1C=C(N=NC1N1CCOCC1)NC(OC(C)(C)C)=O tert-butyl (5-methoxy-6-morpholinopyridazin-3-yl)carbamate